NC1=C(C=C(C=N1)C1=NN2C(=C1)C1(CN(CC1)C(=O)NC(C)(C)C1=CN=NN1C)OCC2)C(F)(F)F 2-[6-amino-5-(trifluoromethyl)pyridin-3-yl]-N-[2-(1-methyl-1H-1,2,3-triazol-5-yl)propan-2-yl]-6,7-dihydrospiro[pyrazolo[5,1-c][1,4]oxazine-4,3'-pyrrolidine]-1'-carboxamide